F[C@H](CNC1=NC=C(C(=N1)NC1CCC(CC1)O)C1=CC=C(C=N1)CN1C(OCC1)=O)CC 3-((6-(2-(((S)-2-fluorobutyl)amino)-4-(((1r,4S)-4-hydroxycyclohexyl)amino)pyrimidin-5-yl)pyridin-3-yl)methyl)oxazolidin-2-one